6-bromo-7-(((3R,5R)-1-methyl-5-(4-(2-(pyrrolidin-3-yl)ethoxy)phenyl)piperidin-3-yl)amino)-5H-thiazolo[3,2-a]pyrimidin-5-one BrC1=C(N=C2N(C1=O)C=CS2)N[C@H]2CN(C[C@H](C2)C2=CC=C(C=C2)OCCC2CNCC2)C